1-(3-((2-isopropylphenyl)amino)azetidin-1-yl)ethan-1-one C(C)(C)C1=C(C=CC=C1)NC1CN(C1)C(C)=O